N1C(=CC2=CC=CC=C12)C=CS(=O)(=O)F indolyl-vinylsulfonyl fluoride